Methyl 3-(4-chlorophenyl)-N-((1-isopropyl-1H-1,2,3-triazol-5-yl)sulfonyl)-4-phenyl-4,5-dihydro-1H-pyrazole-1-carbimidothioate ClC1=CC=C(C=C1)C1=NN(CC1C1=CC=CC=C1)C(=NS(=O)(=O)C1=CN=NN1C(C)C)SC